COC1=CC=C(CN(C2=CC(=C(C(=N2)C2=C(C=C3C(NC(=NC3=C2F)Cl)=O)Cl)C(F)(F)F)C)CC2=CC=C(C=C2)OC)C=C1 7-(6-(bis(4-methoxybenzyl)amino)-4-methyl-3-(trifluoromethyl)pyridin-2-yl)-2,6-dichloro-8-fluoroquinazolin-4(3H)-one